2-bromo-2-ethoxyacetic acid n-propyl ester C(CC)OC(C(OCC)Br)=O